(2-Chloro-6-((2,4,4-trimethylpentan-2-yl)amino)pyrimidin-4-yl)(3,4-dihydroisoquinolin-2(1H)-yl)methanone ClC1=NC(=CC(=N1)C(=O)N1CC2=CC=CC=C2CC1)NC(C)(CC(C)(C)C)C